O=C1C2CN(CC1CC2)C2=NC=1N(C=C2)N(CC1)C=1C(=NN(C1)C1CCC(CC1)CN(CCC1CCNCC1)C)C(F)F 5-(8-oxo-3-azabicyclo[3.2.1]octane-3-yl)-N-(3-(difluoromethyl)-1-((1R,4R)-4-((Methyl(2-(piperidin-4-yl)ethyl)amino)methyl)cyclohexyl)-1H-pyrazol-4-yl)pyrazolo[1,5-a]pyrimidine